C(C)(C)(C)C=1C=C(C=CC1)C=1NC2=CC=C(C=C2C1)OC(C(=O)O)(F)F 2-((2-(3-(tert-butyl)phenyl)-1H-indol-5-yl)oxy)-2,2-difluoroacetic acid